C(CO)NC(=O)CC#N 2-cyano-N-(2-hydroxyethyl)acetamide